O(C1=CC=CC=C1)C1=CC=C(C=C1)C1=CC(=C2N1C=NC=C2)C2CN(CC2)C(C=C)=O 1-(3-(7-(4-phenoxyphenyl)pyrrolo[1,2-c]pyrimidin-5-yl)pyrrolidin-1-yl)prop-2-en-1-one